diethylbenzoylmethyl-sulfonium hexafluoroantimonate F[Sb-](F)(F)(F)(F)F.C(C)C([SH+]C(C1=CC=CC=C1)=O)CC